4,4'-dicarboxybiphenyl-3,3'-diamine C(=O)(O)C1=C(C=C(C=C1)C1=CC(=C(C=C1)C(=O)O)N)N